N1(CCC1)C1=NC=C(C=N1)CN1N=CC(=C1)N(C(=O)C1=NC(=CN=C1C=C)C1=C(C(=CC=C1C(F)F)Cl)F)COCC[Si](C)(C)C N-(1-((2-(azetidin-1-yl)pyrimidin-5-yl)methyl)-1H-pyrazol-4-yl)-6-(3-chloro-6-(difluoromethyl)-2-fluorophenyl)-N-((2-(trimethylsilyl)ethoxy)methyl)-3-vinylpyrazine-2-carboxamide